4-carbonylpiperidine-1-carboxylate C(=O)=C1CCN(CC1)C(=O)[O-]